2-benzyl-6,8-dichloro-1,1-dimethyl-1,2,3,4-tetrahydroisoquinoline C(C1=CC=CC=C1)N1C(C2=C(C=C(C=C2CC1)Cl)Cl)(C)C